1-(4-bromophenyl)-3,3-dimethoxy-cyclobutanecarbonitrile BrC1=CC=C(C=C1)C1(CC(C1)(OC)OC)C#N